(S)-6-((Dimethylamino)methyl)-N-(tetrahydrofuran-3-yl)-1,2,3,4-tetrahydroisoquinolin-8-amine hydrochloride Cl.CN(C)CC=1C=C2CCNCC2=C(C1)N[C@@H]1COCC1